4-(difluoromethyl)phenylboronic acid pinacol ester FC(C1=CC=C(C=C1)B1OC(C)(C)C(C)(C)O1)F